C(C)(C)(C)N[C@H]1CNC[C@@H]1F (3S,4S)-N-tert-butyl-4-fluoropyrrolidin-3-amine